COC(=O)C=1N=NC(=CC1NC1=CC=C(C=C1)C(C(=O)OC(C)(C)C)(C)C)C1=C(C=CC=C1F)Cl 4-((4-(1-(tert-butoxy)-2-methyl-1-oxopropan-2-yl)phenyl)amino)-6-(2-chloro-6-fluorophenyl)pyridazine-3-carboxylic acid methyl ester